Potassium 1,1-ethanedisulfonate C(C)(S(=O)(=O)[O-])S(=O)(=O)[O-].[K+].[K+]